(1S,3aR,6aS)-N-((R)-4-hydroxy-3-oxo-1-((R)-2-oxopyrrolidin-3-yl)butan-2-yl)-2-((R)-5-oxo-2-phenylpyrrolidine-2-carbonyl)octahydrocyclopenta[c]pyrrole-1-carboxamide OCC([C@@H](C[C@@H]1C(NCC1)=O)NC(=O)[C@H]1N(C[C@H]2[C@@H]1CCC2)C(=O)[C@]2(NC(CC2)=O)C2=CC=CC=C2)=O